N1CC2(C1)CCCCC=1SC=C(C12)C#N spiro[5,6,7,8-tetrahydrocyclohepta[b]thiophene-4,3'-azetidine]-3-carbonitrile